3,6-di(pyridine-2-yl)-2,5-dihydropyridine N1=C(C=CC=C1)C=1CN=C(CC1)C1=NC=CC=C1